C(CCCCCCCCCCCCCCCCCCCC=CCCCCCC)(=O)O 21-Octacosenoic acid